rac-2-(di-t-butylphosphino)-1,1'-binaphthyl C(C)(C)(C)P(C1=C(C2=CC=CC=C2C=C1)C1=CC=CC2=CC=CC=C12)C(C)(C)C